CC=1C=C(C=CC1OC1=CC2=C(N(C=N2)C)C=C1)NC=1C2=C(N=CN1)C=CC(=N2)N2CC1CCC(C2)N1C(=O)OC(C)(C)C tert-butyl 3-(4-((3-methyl-4-((1-methyl-1H-benzo[d]imidazol-5-yl)oxy)phenyl)amino)pyrido[3,2-d]pyrimidin-6-yl)-3,8-diazabicyclo[3.2.1]octane-8-carboxylate